2-(4-{6-[3-(2-hydroxyphenyl)cinnolin-6-yl]-2,6-diazaspiro[3.3]heptan-2-yl}pyrazol-1-yl)-3-methylbutanoic acid OC1=C(C=CC=C1)C=1N=NC2=CC=C(C=C2C1)N1CC2(CN(C2)C=2C=NN(C2)C(C(=O)O)C(C)C)C1